(R)-3-(1-acetyl-4-methoxypiperidin-4-yl)-5-((1-(3-(difluoromethyl)-2-fluorophenyl)ethyl)amino)-1,7-dimethyl-2-oxo-1,2-dihydro-1,6-naphthyridine-8-carbonitrile C(C)(=O)N1CCC(CC1)(OC)C=1C(N(C2=C(C(=NC(=C2C1)N[C@H](C)C1=C(C(=CC=C1)C(F)F)F)C)C#N)C)=O